tert-butyl N-[(3R,4R)-4-hydroxypyrrolidin-3-yl]carbamate O[C@H]1[C@@H](CNC1)NC(OC(C)(C)C)=O